2-(5-chloro-2,3-dihydro-1H-indol-1-yl)-N-{(3S)-4-[2-(4-chloro-3-fluorophenoxy)acetamido]-3-hydroxybicyclo[2.2.2]oct-1-yl}acetamide ClC=1C=C2CCN(C2=CC1)CC(=O)NC12C[C@@H](C(CC1)(CC2)NC(COC2=CC(=C(C=C2)Cl)F)=O)O